C(C)(C)(C)OC(N(C)C1=C(C=C(C=C1F)C1=CC(=CC=C1)OC([2H])([2H])[2H])F)=O (3,5-difluoro-3'-(methoxy-d3)-[1,1'-biphenyl]-4-yl)(methyl)carbamic acid tert-butyl ester